trans-N-(3-isopropyl-1-methylpiperidin-4-yl)-2,2-dimethyl-3-((3-(trifluoromethyl)pyridin-2-yl)oxy)propanamide C(C)(C)[C@@H]1CN(CC[C@H]1NC(C(COC1=NC=CC=C1C(F)(F)F)(C)C)=O)C